6-(2,6-dichlorophenyl)-2-((4-((1-isopropylpiperidin-4-yl)oxy)phenyl)amino)-8-(3-methoxyprop-1-yn-1-yl)pyrido[4,3-d]pyrimidine-5(6H)-one ClC1=C(C(=CC=C1)Cl)N1C(C2=C(N=C(N=C2)NC2=CC=C(C=C2)OC2CCN(CC2)C(C)C)C(=C1)C#CCOC)=O